C(C)(C)C1(NC(=CC2=C1N=C(N=C2)N)C)N 8-isopropyl-6-methylpyrido[3,4-d]pyrimidine-2,8-diamine